(4-(4-(benzo[d]thiazol-5-ylamino)quinolin-7-yl)phenyl)(4-(pyrimidin-2-yl)piperazin-1-yl)methanone S1C=NC2=C1C=CC(=C2)NC2=CC=NC1=CC(=CC=C21)C2=CC=C(C=C2)C(=O)N2CCN(CC2)C2=NC=CC=N2